4,6-bis((S)-3-methylmorpholino-1,3,5-triazin-2-yl)-4-(difluoromethyl)pyridin-2-amine C[C@H]1COCCN1C1=NC(=NC=N1)C1(CC(=NC(=C1)C1=NC=NC(=N1)N1[C@H](COCC1)C)N)C(F)F